tert-butyl (1R,5S)-3-(2-chloro-6-((1-(methoxycarbonyl)-1,2,3,4-tetrahydronaphthalen-1-yl) methyl)-5-nitropyrimidin-4-yl)-3,8-diazabicyclo[3.2.1]octane-8-carboxylate ClC1=NC(=C(C(=N1)N1C[C@H]2CC[C@@H](C1)N2C(=O)OC(C)(C)C)[N+](=O)[O-])CC2(CCCC1=CC=CC=C21)C(=O)OC